3-(4-([4,2':6',4''-terpyridin]-4'-yl)phenyl)phenanthridine N1=CC=C(C=C1)C1=NC(=CC(=C1)C1=CC=C(C=C1)C=1C=CC2=C3C=CC=CC3=CN=C2C1)C1=CC=NC=C1